isopropyl (S)-6-diazo-2-(3-methoxy-2-oxopropanamido)-5-oxohexanoate [N+](=[N-])=CC(CC[C@@H](C(=O)OC(C)C)NC(C(COC)=O)=O)=O